C(#N)\C(=C/C1=CC=C(C=C1)Cl)\C1=CC=C(C=C1)C(CN)(C)C (Z)-2-(4-(1-cyano-2-(4-chlorophenyl)vinyl)phenyl)-N-isobutylamine